3-(5-(5-amino-6-((1-(1-methylpiperidin-4-yl)-1H-pyrazol-4-yl)oxy)pyrazin-2-yl)-2-(3,6-dihydro-2H-pyran-4-yl)-3-methylphenyl)oxetan-3-ol NC=1N=CC(=NC1OC=1C=NN(C1)C1CCN(CC1)C)C=1C=C(C(=C(C1)C1(COC1)O)C=1CCOCC1)C